N1=C2C(=CC=C1)CCC2NC(=O)C=2C=NN(C2)C=2C=C(C1=CC3=CC=CC=C3N=C1C2)C(C2=CC=CC=C2)C2=CC=CC=C2 N-{5H,6H,7H-cyclopenta[b]pyridin-7-yl}-1-[1-(diphenylmethyl)acridin-3-yl]-1H-pyrazole-4-carboxamide